ClC1=CC=C(C=N1)CN(C=1C=COC1)CC1=CC(=C(C=C1)Cl)Cl 4-{[(6-Chloropyridin-3-yl)methyl](3,4-dichlorobenzyl)amino}furan